ClC=1C=CC=2N=CN=C(C2N1)NC1=CC(=C(C(=C1)C)OC1=CC2=C(N(N=N2)C)C(=C1)F)F 6-chloro-N-(3-fluoro-4-((7-fluoro-1-methyl-1H-benzo[d][1,2,3]triazol-5-yl)oxy)-5-methylphenyl)pyrido[3,2-d]pyrimidin-4-amine